(6-(2-(oxazol-4-yl)ethyl)-5-(trifluoromethoxy)-1H-indol-2-yl)methanamine hydrochloride Cl.O1C=NC(=C1)CCC1=C(C=C2C=C(NC2=C1)CN)OC(F)(F)F